tert-butyl N-(tert-butoxycarbonyl)-N-(5-cyano-4-{3-iodo-4-oxo-1H,5H,6H,7H-pyrrolo[3,2-c]pyridin-2-yl}pyrimidin-2-yl)carbamate C(C)(C)(C)OC(=O)N(C(OC(C)(C)C)=O)C1=NC=C(C(=N1)C1=C(C=2C(NCCC2N1)=O)I)C#N